CC=1SC(=CC1C1=NC=CC2=C1NC1=CC(=CC=C21)C)C 1-(2,5-Dimethylthiophene-3-yl)-7-methyl-9H-pyrido[3,4-b]indole